1h-Indole N1C=CC2=CC=CC=C12